FC1=CC=C(C=N1)C(=O)N1C[C@@H](CC1)CC(=O)NC [(3S)-1-(6-fluoropyridine-3-carbonyl)pyrrolidin-3-yl]-N-methylacetamide